1-fluoro-3-iodo-5-(trifluoromethyl)benzene FC1=CC(=CC(=C1)C(F)(F)F)I